1,3-dimethyl-3-buten-1-yl 2-methylpropionate CC(C(=O)OC(CC(=C)C)C)C